1-(4-((7-(1-ethyl-1H-1,2,4-triazol-5-yl)-5H-pyrrolo[2,3-b]pyrazin-2-yl)oxy)piperidin-1-yl)prop-2-en-1-one C(C)N1N=CN=C1C1=CNC2=NC=C(N=C21)OC2CCN(CC2)C(C=C)=O